ClC1=CC2=C(NC(O[C@@]2(C(F)(F)F)C#CC2CC2)=O)C=C1CO (S)-6-chloro-4-(cyclopropylethynyl)-7-(hydroxymethyl)-4-(trifluoromethyl)-1,4-dihydro-2H-benzo[d][1,3]oxazin-2-one